C(C)(=O)N[C@H](C(C)C)C(=O)O acetyl-D-valine